1,2-pentanediamine C(C(CCC)N)N